N1(CCOCC1)C1=CC=C(C(=O)NC2CCC(CC2)NC2=CC(=C(C=C2)C#N)C(F)(F)F)C=C1 4-(morpholin-4-yl)-N-[(1s,4s)-4-{[4-cyano-3-(trifluoromethyl)phenyl]amino}cyclohexyl]benzamide